1,2,4-triazole hydrochloride Cl.N1N=CN=C1